2,5-dioxopyrrolidin-1-yl(tert-butoxycarbonyl)glycine O=C1N(C(CC1)=O)N(CC(=O)O)C(=O)OC(C)(C)C